COC1=NC=CC(=C1)CN(C(C)CCC=1C=NC=CC1)CC1=CN(C2=CC=CC=C2C1=O)C 3-({[(2-methoxypyridin-4-yl)methyl][4-(pyridin-3-yl)butan-2-yl]amino}methyl)-1-methyl-1,4-dihydroquinolin-4-one